7-methoxy-2-(4-methoxyphenyl)-1,10b-dihydrospiro[benzo[e]pyrazolo[1,5-c][1,3]oxazine-5,1'-cyclohexane] COC1=CC=CC=2C3N(N=C(C3)C3=CC=C(C=C3)OC)C3(CCCCC3)OC21